CN1C(C2(C3=CC(=CC=C13)N1C(N(C(C(=C1)C(=O)O)=O)[C@@H]1CCC3=C(C=CC=C13)C(F)(F)F)=O)CC2)=O 1-(1'-methyl-2'-oxo-1',2'-dihydrospiro[cyclopropan-1,3'-indol]-5'-yl)-2,4-dioxo-3-[(1R)-4-(trifluoromethyl)-2,3-dihydro-1H-inden-1-yl]-1,2,3,4-tetrahydropyrimidine-5-carboxylic acid